[Zr].[Nd].[Y].[Mg].C(C1=CC=CC=C1)OCC1=NN(C(N1CC)=O)C1=CC(=C(C(=O)NC2=C(C=CC=C2)C)C=C1F)C=COCC 4-(3-((benzyloxy)methyl)-4-ethyl-5-oxo-4,5-dihydro-1H-1,2,4-triazol-1-yl)-2-(2-ethoxyvinyl)-5-fluoro-N-(o-tolyl)benzamide magnesium-yttrium-neodymium-zirconium